tert-butyl 2-((4-amino-3-chlorophenyl) sulfonyl)-7-azaspiro[3.5]nonane-7-carboxylate NC1=C(C=C(C=C1)S(=O)(=O)C1CC2(C1)CCN(CC2)C(=O)OC(C)(C)C)Cl